[N+](=O)([O-])C1=CC=C2C(=NN(C2=C1)C=1C=C(C=CC1)C)C=O 6-nitro-1-(m-tolyl)-1H-indazole-3-carbaldehyde